C(C)(C)(C)OC(NCC1CN(CC1(F)F)C1=NC=CC(=N1)NC1=NNC(=C1)C1CC1)=O N-[[1-[4-[(5-cyclopropyl-1H-pyrazol-3-yl)amino]pyrimidin-2-yl]-4,4-difluoro-pyrrolidin-3-yl]methyl]carbamic acid tert-butyl ester